ON(C1=C(C=C(C=C1)C)CC)O N,N-dihydroxyethyl-p-methylaniline